tert-Butyl (6S,9R,9aS)-3-oxo-1-(trifluoromethyl)hexahydro-1H,3H-6,9-epiminooxazolo[3,4-a]azepine-10-carboxylate O=C1OC([C@H]2N1C[C@@H]1CC[C@H]2N1C(=O)OC(C)(C)C)C(F)(F)F